methoxy-3,4-dihydroisoquinolin COC1=NCCC2=CC=CC=C12